N1(C=NC=C1)C1=NC=CC(=N1)C(=O)N 2-(1H-imidazol-1-yl)pyrimidine-4-carboxamide